CC1=NC(=NC=2N([C@H](C(NC12)=O)C)C)N[C@@H]1C[C@H](C1)OC1=C(C=C(C(=C1)F)F)F (7S)-4,7,8-trimethyl-2-((trans-3-(2,4,5-trifluorophenoxy)cyclobutyl)amino)-7,8-dihydropteridin-6(5H)-one